C(CCCCC)C1=NC(=NN1)CCCCC1=NNC(=N1)CCCCCC 3,3'-tetramethylenebis(5-hexyl-1H-1,2,4-triazole)